Dihydroquercetin Europium(II) [Eu+2].O1[C@@H]([C@@H](O)C(=O)C=2C(O)=CC(O)=CC12)C1=CC(O)=C(O)C=C1